5-(2,5-Diketo-tetrahydrofuryl)-3-methyl-3-cyclohexen O=C1OC(CC1C1C=C(CCC1)C)=O